4-((5-fluoropyridin-2-yl)oxy)-3-methylaniline FC=1C=CC(=NC1)OC1=C(C=C(N)C=C1)C